(heptanoylglycyl)pyrrolidine-2-carboxamide C(CCCCCC)(=O)NCC(=O)N1C(CCC1)C(=O)N